4,6-dicyclohexylpyrimidin-5-amine C1(CCCCC1)C1=NC=NC(=C1N)C1CCCCC1